[Si](C)(C)(C(C)(C)C)OCC[C@H]1N(CC[C@@H](C1)NC1=C(C(=NC2=C(C(=C(C=C12)Cl)C1=CC=CC2=CC=CC(=C12)C#N)F)Cl)C=O)C(=O)OC(C)(C)C tert-butyl (2S,4S)-2-(2-((tert-butyldimethylsilyl)oxy)ethyl)-4-((2,6-dichloro-7-(8-cyanonaphthalen-1-yl)-8-fluoro-3-formylquinolin-4-yl)amino)piperidine-1-carboxylate